ethoxy-tryptamine C(C)ONCCC1=CNC2=CC=CC=C12